m-hydroxyphenylethyl bromide OC=1C=C(C=CC1)CCBr